3-acetyl-7-{[5-methyl-4-(4-fluoro-2-methoxyphenyl)pyrimidin-2-yl]amino}-4-morpholino-2H-benzopyran-2-one C(C)(=O)C=1C(OC2=C(C1N1CCOCC1)C=CC(=C2)NC2=NC=C(C(=N2)C2=C(C=C(C=C2)F)OC)C)=O